CC(C(=O)N1CC2=CC=CC=C2C[C@@H]1CN1CCN(CC1)C1=CC(=C(C(=O)O)C=C1)OC=1C=C2C(=NC1)NC=C2)C 4-(4-{[(3R)-2-(2-methylpropanoyl)-1,2,3,4-tetrahydroisoquinolin-3-yl]methyl}piperazin-1-yl)-2-(1H-pyrrolo[2,3-b]pyridin-5-yloxy)benzoic acid